N1(CCOCC1)C[C@H](C1=CC=CC=C1)NC(OC(C)(C)C)=O tert-butyl (1S)-2-morpholin-4-yl-1-phenylethylcarbamate